COCC1=CC=C(C=N1)CC(=O)N(C1CCN(CC1)CC(C1=CC=CC=C1)=O)C 2-(6-(Methoxymethyl)pyridin-3-yl)-N-methyl-N-(1-(2-oxo-2-phenylethyl)piperidin-4-yl)-acetamide